N-(2-carboxyethyl)-N,N-dimethyl-3-[(1-oxo-2-propen-1-yl)amino]-1-propanaminium C(=O)(O)CC[N+](CCCNC(C=C)=O)(C)C